NC1=NC=NN2C1=C(C=C2C2CCC(CC2)O)C2=CC=C(C=C2)NC(=O)C=2C(N(N1C2COCC1)C1=NC=CC=C1)=O N-(4-(4-amino-7-((1r,4r)-4-hydroxycyclohexyl)pyrrolo[2,1-f][1,2,4]triazin-5-yl)phenyl)-2-oxo-1-(pyridin-2-yl)-2,4,6,7-tetrahydro-1H-pyrazolo[5,1-c][1,4]oxazine-3-carboxamide